The molecule is a trihydroxyflavone that is flavone with hydroxy groups at positions 5, 7 and 4' and methoxy groups at positions 3' and 6. Isolated from Salvia tomentosa and Artemisia asiatica, it exhibits anti-allergic, anti-inflammatory and apoptosis inducing activties. It has a role as a metabolite, an anti-inflammatory agent, an apoptosis inducer, an anti-allergic agent and an antineoplastic agent. It is a trihydroxyflavone and a dimethoxyflavone. COC1=C(C=CC(=C1)C2=CC(=O)C3=C(O2)C=C(C(=C3O)OC)O)O